4-[5-ethylsulfonyl-2-(trans-4-hydroxycyclohexyl)oxyphenyl]-6-fluoro-2-methylisoquinolin-1-one C(C)S(=O)(=O)C=1C=CC(=C(C1)C1=CN(C(C2=CC=C(C=C12)F)=O)C)O[C@@H]1CC[C@H](CC1)O